9,10-bis(1-naphthyl)anthracene C1(=CC=CC2=CC=CC=C12)C=1C2=CC=CC=C2C(=C2C=CC=CC12)C1=CC=CC2=CC=CC=C12